C(C)(=O)[O-].C(CC)[NH+]1CC(CC1)C 1-Propyl-3-Methylpyrrolidinium acetat